COC=1C(=NC=CC1C1=NN(C=N1)C)NC1=C(N=NC(=C1)NC1=NC=CC=C1)C(=O)NC([2H])([2H])[2H] 4-{[3-methoxy-4-(1-methyl-1H-1,2,4-triazol-3-yl)pyridin-2-yl]amino}-N-(2H3)methyl-6-[(pyridin-2-yl)amino]pyridazine-3-carboxamide